ClCCCOC=C 1-chloro-3-(vinyloxy)propane